COC1=C(C=CC(=C1)C2=CC(=O)C3=C(C=C(C=C3O2)O)O)[O-] The molecule is a flavonoid oxoanion that is the conjugate base of 4',5,7-trihydroxy-3'-methoxyflavone arising from selective deprotonation of the 7-hydroxy group; major species at pH 7.3. It is a conjugate base of a 4',5,7-trihydroxy-3'-methoxyflavone.